C(C)(C)(C)OC(=O)N1C[C@@H](C[C@@H](C1)C)OCCOC1=CC(=CC=2NC(N(C21)C)=O)NC2=NC(=NC=C2Cl)Cl (3R,5S)-3-(2-((6-((2,5-dichloropyrimidin-4-yl)amino)-3-methyl-2-oxo-2,3-dihydro-1H-benzo[d]imidazol-4-yl)oxy)ethoxy)-5-methylpiperidine-1-carboxylic acid tert-butyl ester